4-(3,4-dihydroisoquinolin-1-yl)-2-methylidenepentanoic acid methyl ester COC(C(CC(C)C1=NCCC2=CC=CC=C12)=C)=O